(S)-N-(1-(5-bromopyrimidin-2-yl)-3-((tert-butyldimethylsilyl)oxy)-3-methylcyclobutyl)-2-methylpropan-2-sulfinamide BrC=1C=NC(=NC1)C1(CC(C1)(C)O[Si](C)(C)C(C)(C)C)N[S@@](=O)C(C)(C)C